3,4,5-trihexanoxybenzoyl chloride C(CCCCC)OC=1C=C(C(=O)Cl)C=C(C1OCCCCCC)OCCCCCC